ClC1=CC(=NC=C1)CNC(=O)C=1SC(=NN1)CCCCC=1SC(=NN1)C(NC)=O N-((4-chloropyridin-2-yl)methyl)-5-(4-(5-(methylcarbamoyl)-1,3,4-thiadiazol-2-yl)butyl)-1,3,4-thiadiazole-2-carboxamide